NCC=1C(=CC(=NC1)C1=CC=C(C=C1)F)C1=NN(C=C1)CC(=O)N 2-(3-(5-(aminomethyl)-2-(4-fluorophenyl)pyridin-4-yl)-1H-pyrazol-1-yl)acetamide